OC1=C(C=C(CC2=C(C=C(OCC(=O)NC3COC3)C=C2C)C)C=C1)C(C)C 2-(4-(4-hydroxy-3-isopropylbenzyl)-3,5-dimethylphenoxy)-N-(oxetan-3-yl)acetamide